1,4-dihydroquinoline-2-carboxamide N1C(=CCC2=CC=CC=C12)C(=O)N